5-((4-((5-Cyclopropyl-3-(3,5-dichloropyridin-4-yl)isoxazol-4-yl)methoxy)bicyclo[2.2.2]octan-1-yl)methoxy)-1-ethyl-1H-pyrazol C1(CC1)C1=C(C(=NO1)C1=C(C=NC=C1Cl)Cl)COC12CCC(CC1)(CC2)COC2=CC=NN2CC